4,5-diethyl-4-cyclohexene-1,2-dicarboxylic acid anhydride C(C)C=1CC2C(CC1CC)C(=O)OC2=O